C(C1=CC=CC=C1)N(CCC(=O)OCC)SN(C(=O)O\N=C/CSC)C ethyl (Z)-N-benzyl-N-([methyl (methylthioethylideneamino-oxycarbonyl) amino] thio)-β-alaninate